N1=CSC2=NC=C(C=C21)N thiazolo[5,4-b]pyridin-6-amine